4-(1-(pentan-3-yl)-1H-pyrazol-4-yl)-6-(1-((tetrahydro-2H-pyran-4-yl)methyl)-1H-pyrazol-4-yl)pyrazolo[1,5-a]pyrazine CCC(CC)N1N=CC(=C1)C=1C=2N(C=C(N1)C=1C=NN(C1)CC1CCOCC1)N=CC2